C(#C)C1CN(CCC1)C1=NC(=CC=C1C(=O)NS(=O)(=O)C1=CC=NN1)C1=CC(=CC(=C1)OCC(C)C)F 2-(3-Ethynyl-1-piperidyl)-6-(3-fluoro-5-isobutoxyphenyl)-N-(1H-pyrazol-5-ylsulfonyl)pyridin-3-carboxamid